C(CCCCC)C(CCCCCCCC)OC(CCCCCOC(COCCCCCC(=O)OC(CCCCCCCC)CCCCCC)C(=O)N(CCOCCOCCOCCOCCOC(C1=CC=CC=C1)(C1=CC=CC=C1)C1=CC=CC=C1)CCCCCCCC)=O 1-hexylnonyl 6-[2-[6-(1-hexylnonoxy)-6-oxo-hexoxy]-3-[octyl-[2-[2-[2-[2-(2-trityloxyethoxy)ethoxy]ethoxy]ethoxy]ethyl]amino]-3-oxo-propoxy]hexanoate